(R)-3-phenyl-3-hydroxymethyl-2,3-dihydrobenzofuran C1(=CC=CC=C1)[C@]1(COC2=C1C=CC=C2)CO